3-bromo-2,4-difluorobenzamide BrC=1C(=C(C(=O)N)C=CC1F)F